CN1N=NC(=C1C(=O)O)C1=NC(=C(C=C1)N(C([2H])([2H])[2H])S(=O)(=O)C)C 1-methyl-4-(6-methyl-5-(N-(methyl-d3)methylsulfonylamino)pyridin-2-yl)-1H-1,2,3-triazole-5-carboxylic acid